BrC1=CC(=C(C=C1)[N+]#[C-])OC(F)(F)F 4-BROMO-2-(TRIFLUOROMETHOXY)-PHENYLISOCYANIDE